(2S)-1-[(9Z,12Z)-octadeca-9,12-dien-1-yloxy]dodecan-2-amine C(CCCCCCC\C=C/C\C=C/CCCCC)OC[C@H](CCCCCCCCCC)N